(2S)-4-[(5-chloro-2-methyl-3-nitro-phenyl)methyl]-2-methyl-piperazine-1-carboxylic acid isopropyl ester C(C)(C)OC(=O)N1[C@H](CN(CC1)CC1=C(C(=CC(=C1)Cl)[N+](=O)[O-])C)C